C1(CC1)S(=O)(=O)NC=1C(=CC2=C(OC[C@@H](N2C(=O)OCC2=CC=CC=C2)C)N1)CC1=CC=C(C=C1)F benzyl (S)-6-(cyclopropanesulfonamido)-7-(4-fluorobenzyl)-2-methyl-2,3-dihydro-1H-pyrido[2,3-b][1,4]oxazine-1-carboxylate